7-methoxy-1,8-naphthyridine-3-carboxylate COC1=CC=C2C=C(C=NC2=N1)C(=O)[O-]